4-(2-(2-chloro-4-fluorophenoxy)-5-nitrophenyl)-6-methyl-1,6-dihydro-7H-pyrrolo[2,3-c]pyridin-7-one ClC1=C(OC2=C(C=C(C=C2)[N+](=O)[O-])C=2C3=C(C(N(C2)C)=O)NC=C3)C=CC(=C1)F